3-(4,4-difluoropiperidin-1-yl)-N-(6-((1-hydroxy-2-methylpropan-2-yl)amino)-2-(6-azaspiro[2.5]oct-6-yl)pyridin-3-yl)-5-methylbenzamide FC1(CCN(CC1)C=1C=C(C(=O)NC=2C(=NC(=CC2)NC(CO)(C)C)N2CCC3(CC3)CC2)C=C(C1)C)F